p-(2-amino-1-hydroxyethyl)-L-phenylalanine NCC(O)C1=CC=C(C[C@H](N)C(=O)O)C=C1